C(C)C1=C(OC2=C(C(=C(C=3C2=C1C=C(C3)C)CC)C3=CC=CC=C3)C=3NCCCCN3)C3=CC=CC=C3 2-(3,7-diethyl-5-methyl-2,8-diphenylbenzo[de]chromen-9-yl)-4,5,6,7-tetrahydro-1H-1,3-diazepine